(R)-2-chloro-N-(5-chloro-6-(4-((S)-1-hydroxyethyl)-2H-1,2,3-triazol-2-yl)pyridin-3-yl)-8-methyl-8-(trifluoromethyl)-7,8-dihydro-6H-pyrazolo[1,5-a]pyrrolo[2,3-e]pyrimidine-6-carboxamide ClC1=NN2C(N=CC3=C2[C@@](CN3C(=O)NC=3C=NC(=C(C3)Cl)N3N=CC(=N3)[C@H](C)O)(C(F)(F)F)C)=C1